2-nitro-2'-hydroxy-3'-tert-butyl-5'-methyl-azobenzene [N+](=O)([O-])C1=C(C=CC=C1)N=NC1=C(C(=CC(=C1)C)C(C)(C)C)O